tert-butyl 10-oxo-1,1,1-triphenyl-11,14,17,20,23,26-hexaoxa-5,6-dithia-2,9-diazaoctacosan-28-oate O=C(NCCSSCCNC(C1=CC=CC=C1)(C1=CC=CC=C1)C1=CC=CC=C1)OCCOCCOCCOCCOCCOCC(=O)OC(C)(C)C